C(CC#C)OC(N)=O carbamic acid 3-butyn-1-yl ester